The molecule is a monounsaturated fatty acid anion that is the conjugate base of 9,10-DiHOME, obtained by deprotonation of the carboxy group; major species at pH 7.3. It is a long-chain fatty acid anion and a hydroxy monounsaturated fatty acid anion. It is a conjugate base of a 9,10-DiHOME. CCCCC/C=C\\CC(C(CCCCCCCC(=O)[O-])O)O